tert-Butyl 3-(difluoromethyl)-4-(2-((2-(methoxycarbonyl)phenyl)amino)-2-oxoethyl)piperazine-1-carboxylate FC(C1CN(CCN1CC(=O)NC1=C(C=CC=C1)C(=O)OC)C(=O)OC(C)(C)C)F